SN[C@@H](CO)C(=O)O Mercaptoserine